ClC=1N=CC=2C3=C(C(=NC2C1F)SC)C=C(N3[C@H]3[C@H]1CN([C@@H]3C1)C(=O)OC(C)(C)C)[C@@H]1N(CCC1)C(=O)OC tert-Butyl (1R,4R,5S)-5-(7-chloro-6-fluoro-2-((R)-1-(methoxycarbonyl)pyrrolidin-2-yl)-4-(methylthio)-1H-pyrrolo[3,2-c][1,6]naphthyridin-1-yl)-2-azabicyclo[2.1.1]hexane-2-carboxylate